N-(5-((1R,3S)-3-((4-cyclopropylisothiazol-3-yl)oxy)cyclopentyl)-1H-pyrazol-3-yl)-2-(3-methylisoxazol-5-yl)acetamide C1(CC1)C=1C(=NSC1)O[C@@H]1C[C@@H](CC1)C1=CC(=NN1)NC(CC1=CC(=NO1)C)=O